CNC(=O)C1=CC=C(C=N1)C=1CCN(C(C1)C)CC=1C=NC=2C(=C(C(NC2C1)=O)C(F)(F)F)C N,6'-dimethyl-1'-((8-methyl-6-oxo-7-(trifluoromethyl)-5,6-dihydro-1,5-naphthyridin-3-yl)methyl)-1',2',3',6'-tetrahydro-[3,4'-bipyridine]-6-carboxamide